(S)-4-(2-(4-Ethylthiazol-2-yl)-2-(3-(3-methoxyphenyl)propanamido)ethyl)phenyl-sulfamic acid C(C)C=1N=C(SC1)[C@H](CC1=CC=C(C=C1)NS(O)(=O)=O)NC(CCC1=CC(=CC=C1)OC)=O